1-[2-Hydroxy-4-(tetrahydropyran-2-yloxy)phenyl]-2-(3-methoxyphenyl)ethanone tert-Butyl-(1S,2S,5R)-2-((S)-1-hydroxyethyl)-3,8-diazabicyclo[3.2.1]octane-8-carboxylate C(C)(C)(C)OC(=O)N1[C@@H]2[C@H](NC[C@H]1CC2)[C@H](C)O.OC2=C(C=CC(=C2)OC2OCCCC2)C(CC2=CC(=CC=C2)OC)=O